(R)-1-(4-(2-(3,4-dimethoxyphenyl)-3-isopropyl-1H-indol-5-yl)piperidin-1-yl)-2-((2-fluoro-3-hydroxy-3-methylbutyl)amino)ethan-1-one COC=1C=C(C=CC1OC)C=1NC2=CC=C(C=C2C1C(C)C)C1CCN(CC1)C(CNC[C@H](C(C)(C)O)F)=O